C(#N)C=1C=CC2=C(NC(=N2)C2(CC2)C=2N=C3CCCN(C3=CC2)C(=O)OC(C)(C)C)C1 tert-butyl 6-(1-(6-cyano-1H-benzo[d]imidazol-2-yl)cyclopropyl)-3,4-dihydro-1,5-naphthyridine-1(2H)-carboxylate